N-((3R,4S)-4-((6-(2,6-dichloro-3,5-di-methoxyphenyl)-8-(((1-methylethyl)sulfonamido)methyl)pyrido[3,4-d]pyrimidin-2-yl)amino)tetrahydrofuran-3-yl)acrylamide ClC1=C(C(=C(C=C1OC)OC)Cl)C1=CC2=C(N=C(N=C2)N[C@H]2[C@H](COC2)NC(C=C)=O)C(=N1)CNS(=O)(=O)C(C)C